N1C=CC2=CC(=CC=C12)C=1N=C(SC1SC(C)C)N1N=C(C(=C1C(=O)O)C1=CC(=CC=C1)F)C 1-(4-(1H-indol-5-yl)-5-(isopropylsulfanyl)thiazol-2-yl)-4-(3-fluorophenyl)-3-methyl-1H-pyrazole-5-carboxylic acid